C(C)(C)(C)OC(=O)NCCCN1CCN(CC1)C1=CC=C(C=C1)NC1=NN2C(C=N1)=CC=C2C2=CC=C(OCCCCCCC(=O)OC)C=C2 Methyl 7-(4-(2-((4-(4-(3-((tert-butoxycarbonyl)amino)propyl)piperazin-1-yl)phenyl)amino)pyrrolo[2,1-f][1,2,4]triazine-7-yl)phenoxy)heptanoate